(S)-6-(1H-benzimidazol-2-yl)-5-azaspiro[2.4]heptane N1C(=NC2=C1C=CC=C2)[C@H]2NCC1(CC1)C2